BrC=1C(=C(C=NC1)C(NC(=O)C1C2C(C2CN1)(C)C)C#N)C N-((5-bromo-4-methylpyridin-3-yl)(cyano)methyl)-6,6-dimethyl-3-azabicyclo[3.1.0]hexane-2-carboxamide